N-butyl-3-aminopropyltriethoxysilane C(CCC)NCCC[Si](OCC)(OCC)OCC